2,8,9-trimethyl-7-(3-(6-(trifluoromethyl)pyridin-3-yl)-7,8-dihydro-1,6-naphthyridin-6(5H)-yl)-4H-pyrimido[1,2-b]pyridazin-4-one CC=1N=C2N(N=C(C(=C2C)C)N2CC=3C=C(C=NC3CC2)C=2C=NC(=CC2)C(F)(F)F)C(C1)=O